FC1=CC2=C(C(CC3(O2)CN(C3)C(=O)NCC=3C=C2C=C(NC2=CC3)C(F)(F)F)=O)C=C1 7'-fluoro-4'-oxo-N-{[2-(trifluoromethyl)-1H-indol-5-yl]methyl}-3',4'-dihydrospiro[azetidine-3,2'-[1]benzopyran]-1-carboxamide